2-(7-((3R,4S)-4-fluoropiperidin-3-yl)-6,7-dihydro-5H-pyrrolo[2,3-c]pyridazin-3-yl)-3-methyl-5-(trifluoromethyl)phenol F[C@@H]1[C@@H](CNCC1)N1CCC2=C1N=NC(=C2)C2=C(C=C(C=C2C)C(F)(F)F)O